CC1(CN(C1)C1=CC(=NC(=C1)F)N1CCC=2C=C(N=CC2C1)C(=O)O)C 7-(4-(3,3-Dimethylazetidin-1-yl)-6-fluoropyridin-2-yl)-5,6,7,8-tetrahydro-2,7-naphthyridine-3-carboxylic acid